methyl 3-bromo-5-fluorobenzoate BrC=1C=C(C(=O)OC)C=C(C1)F